(4-bromo-1-methyl-imidazol-2-yl)methanol BrC=1N=C(N(C1)C)CO